C(=O)(OC(C)(C)C)N([C@@H](CO)C)C N-Boc-(R)-2-(Methylamino)propan-1-ol